FC1=C(C=CC=C1F)C(CN(C(=O)[C@@H](CC=C)NC(OCC1=CC=CC=C1)=O)CC1=C(C=C(C=C1)OC)OC)=C benzyl (1R)-1-{[[2-(2,3-difluorophenyl)prop-2-enyl](2,4-dimethoxybenzyl)amino]carbonyl}but-3-enylcarbamate